(3S)-3-{4-[(2R/S)-2-methylbutoxy]Phenyl}hex-4-ynoic acid methyl ester COC(C[C@H](C#CC)C1=CC=C(C=C1)OC[C@@H](CC)C)=O |&1:16|